C(C(C)C)(=O)N1C(CN(CC1C)C1=CC=C(C=C1)SC1=CC2=C(NC(=N2)NC(OC)=O)C=C1)C Methyl (5-((4-(4-isobutyryl-3,5-dimethylpiperazin-1-yl)phenyl)thio)-1H-benzo[d]imidazol-2-yl)carbamate